C(C)(C)(C)OC(=O)N1CC=2N(C=C1)CC=NC2 1H-pyrazino[1,2-a]pyrazine-2(6H)-carboxylic acid tert-butyl ester